N-((S)-2-(((S)-1-cyano-2-((S)-2-oxopyrrolidin-3-yl)ethyl)amino)-1-((S)-2,3-dihydrobenzofuran-2-yl)-2-oxoethyl)-4-methoxy-1H-indole-2-carboxamide C(#N)[C@H](C[C@H]1C(NCC1)=O)NC([C@H]([C@H]1OC2=C(C1)C=CC=C2)NC(=O)C=2NC1=CC=CC(=C1C2)OC)=O